5-[(3,3-dimethyl-4-piperidyl)amino]-4-iodo-1,3-benzothiazole-2-carbonitrile CC1(CNCCC1NC=1C=CC2=C(N=C(S2)C#N)C1I)C